FC1(C(C2=C(C=CC(=C12)OC1=CC(=CC(=C1)C)F)C(F)(F)F)O)F 8,8-difluoro-2-(3-fluoro-5-methylphenoxy)-5-trifluoromethylbicyclo[4.2.0]octa-1,3,5-trien-7-ol